N-(2-(4-((3-((1H-pyrazol-4-yl)amino)-5-(trifluoromethoxy)benzyl)amino)butoxy)ethyl)-6-(6-aminopyridazin-4-yl)-1H-indazol-4-amine N1N=CC(=C1)NC=1C=C(CNCCCCOCCNC=2C=3C=NNC3C=C(C2)C2=CN=NC(=C2)N)C=C(C1)OC(F)(F)F